ClC1=NC=CC=C1CCC(=O)N1CCC2=CC(=CC(=C12)F)C1=CC(=NC=C1)NC1=CC=NN1C 3-(2-chloropyridin-3-yl)-1-(7-fluoro-5-(2-((1-methyl-1H-pyrazol-5-yl)amino)pyridin-4-yl)indolin-1-yl)propan-1-one